FC1=C(C=C(C=C1)C(C)NC(C=C)=O)OC N-[1-(4-fluoro-3-methoxy-phenyl)ethyl]propenamide